2-methyl-N4-phenyl-6-(2,2,3,3-tetrafluoropropoxy)-1,3,5-triazine-2,4-diamine CC1(NC(=NC(=N1)NC1=CC=CC=C1)OCC(C(F)F)(F)F)N